N-(4-(cis-bicyclo[3.1.0]hexane-3-yloxy)-3,5-difluorophenyl)-2-(pyrrolidin-1-yl)-5-(pyrrolidin-1-ylmethyl)oxazole-4-carboxamide hydrochloride Cl.C12CC(CC2C1)OC1=C(C=C(C=C1F)NC(=O)C=1N=C(OC1CN1CCCC1)N1CCCC1)F